N-vinyl-N-methyl-urea C(=C)N(C(=O)N)C